3-(4-bromophenyl)-4H-1,2,4-triazole BrC1=CC=C(C=C1)C1=NN=CN1